CN1C(N(C2=C1C=C(C=C2)C2CCN(CC2)CC2(CCNCC2)C)C2C(NC(CC2)=O)=O)=O 3-(3-methyl-5-(1-((4-methylpiperidin-4-yl)methyl)piperidin-4-yl)-2-oxo-2,3-dihydro-1H-benzo[d]imidazol-1-yl)piperidine-2,6-dione